(R)-N-(5-chloro-1H-indazol-4-yl)-2-((1-(pyrrolidin-3-yl)-1H-pyrazol-3-yl)amino)thiazole-5-carboxamide hydrochloride Cl.ClC=1C(=C2C=NNC2=CC1)NC(=O)C1=CN=C(S1)NC1=NN(C=C1)[C@H]1CNCC1